benzenesulfonamide fluoride [F-].C1(=CC=CC=C1)S(=O)(=O)N